C(C)C1=CC(=CC(C1)(C)CC)C 4,6-diethyl-2,6-dimethyl-1,3-cyclohexadiene